racemic-methyl (2-methyloxetan-3-yl)glycinate CC1OCC1NCC(=O)OC